C(CCCCCCCCC=CCC=CCC)(=O)O hexadeca-10,13-dienoic acid